CO[Si](CCCSC1C2(CCC(C1)C2(C)C)C)(OC)OC trimethoxy(3-((1,7,7-trimethylbicyclo[2.2.1]heptan-2-yl)thio)propyl)silane